O=C1C=CNC=2C=CN=C(C12)C#N 4-oxo-1H-1,6-naphthyridine-5-carbonitrile